ClC=1C(=CC(=NC1)S(=O)(=O)N(C=1N=CSC1)CC1=CC=C(C=C1)OC)C(F)(F)F 5-chloro-N-(4-methoxybenzyl)-N-(thiazol-4-yl)-4-(trifluoromethyl)pyridine-2-sulfonamide